methyl 3-{[3-(5-methyl-1,2,4-oxadiazol-3-yl)phenyl]formamido}propanoate CC1=NC(=NO1)C=1C=C(C=CC1)C(=O)NCCC(=O)OC